COC1=NC(=NC=C1)COCC(=C)C 4-methoxy-2-(((2-methylallyl)oxy)methyl)pyrimidine